FC(C(=O)O)(F)F.O1CC(C1)N1CCNCC1 1-(oxetan-3-yl)piperazine trifluoroacetic acid salt